(3S,4R)-4-(2-(4,7-difluoro-3,3-dimethyl-2-oxo-5-(trifluoromethyl)indol-1-yl)acetamido)-3-methylpentanoic acid FC1=C2C(C(N(C2=C(C=C1C(F)(F)F)F)CC(=O)N[C@@H]([C@H](CC(=O)O)C)C)=O)(C)C